OCCCOCCN1C(C(CC(C1C)C1=CC=CC=C1)NC(OC(C)(C)C)=O)=O Tert-butyl N-[1-[2-(3-hydroxypropoxy)ethyl]-6-methyl-2-oxo-5-phenyl-3-piperidyl]carbamate